O=C1NC(CC[C@@H]1N1C(C2=CC=CC(=C2C1=O)N1CCC(CC1)COC1=CC=C(CNC2=C3N=CN(C3=NC=N2)C2CC(C2)NC(C2=NC(=CC=C2)C)=O)C=C1)=O)=O N-((1s,3s)-3-(6-((4-((1-(2-(2,6-dioxopiperidin-3-yl)-1,3-dioxoisoindoline-4-yl)piperidin-4-yl)methoxy)benzyl)amino)-9H-purin-9-yl)cyclobutyl)-6-methylpicolinamide